CN(C)C=NS(=O)(=O)C1=CC=CC(=C1)[N+](=O)[O-] N-[(dimethylamino)methylidene]-5-Nitrobenzenesulfonamide